C(CCC)C1C(C(C1O)CCCC)O 2,4-dibutyl-1,3-cyclobutanediol